1-acetyl-4-(4-(difluoromethoxy)-3-hydroxyphenyl)pyrrolidine-2-carboxylic acid methyl ester COC(=O)C1N(CC(C1)C1=CC(=C(C=C1)OC(F)F)O)C(C)=O